CN(CCN1CC2=NC(=CC=C2C12CCOCC2)NC=2C=CC(=C1CNC(C21)=O)C2=CN=C1N2C=CC(=C1)F)C 7-((6'-(2-(dimethylamino)ethyl)-2,3,5,6,6',7'-hexahydrospiro[pyran-4,5'-pyrrolo[3,4-b]pyridin]-2'-yl)amino)-4-(7-fluoroimidazo[1,2-a]pyridin-3-yl)isoindolin-1-one